C(C)C1=NC(=CC=C1[C@H]1CC(COC1)CC(=O)O)C=1N=NN(C1CN1C(C=CC(=C1)CCC)=O)C 2-[(5R)-5-(2-ethyl-6-{1-methyl-5-[(2-oxo-5-propyl-1,2-dihydropyridin-1-yl)methyl]-1H-1,2,3-triazol-4-yl}pyridin-3-yl)oxan-3-yl]acetic acid